N-(2'-fluoro-4-((methylamino)methyl)-[1,1'-biphenyl]-2-yl)-4-trifluoromethylbenzenesulfonamide FC1=C(C=CC=C1)C1=C(C=C(C=C1)CNC)NS(=O)(=O)C1=CC=C(C=C1)C(F)(F)F